2-(3-(sec-butyl)-2-oxo-1,2,3,5-tetrahydro-4H-benzo[1,4]diazepin-4-yl)acetamide phenyl-(3-chloro-5-(dimethylamino)-4-methylphenyl)carbamate C1(=CC=CC=C1)N(C(O)=O)C1=CC(=C(C(=C1)N(C)C)C)Cl.C(C)(CC)C1C(NC2=C(CN1CC(=O)N)C=CC=C2)=O